IC1=CC=C(C=C1)NC1=CC(=NC(=N1)S(=O)(=O)C)N1CCN(CC1)C(=O)OC(C)(C)C tert-butyl 4-(6-(4-iodophenylamino)-2-(methylsulfonyl)pyrimidin-4-yl)piperazine-1-carboxylate